(R)-tert-butyl (3-(4-bromo-2-(N,N-dibenzylsulfamoyl)-3-(2-(4-methoxybenzyl)-2H-tetrazol-5-yl)phenylsulfonamido)-2-hydroxypropyl)carbamate BrC1=C(C(=C(C=C1)S(=O)(=O)NC[C@@H](CNC(OC(C)(C)C)=O)O)S(N(CC1=CC=CC=C1)CC1=CC=CC=C1)(=O)=O)C=1N=NN(N1)CC1=CC=C(C=C1)OC